CC1(CCC(CC1)[C@@H]1[C@@H](C2=CC=C(C=C2CC1)O)C1=CC=C(C=C1)N1CCC(CC1)C=O)C 1-(4-((1R,2R)-2-(4,4-dimethylcyclohexyl)-6-hydroxy-1,2,3,4-tetrahydronaphthalen-1-yl)phenyl)piperidine-4-carbaldehyde